tert-butyl N-tert-butoxycarbonyl-N-[7-[[2-[(4-chlorophenyl)methyl-(o-tolylmethyl)amino]-2-oxo-acetyl]amino]-1-tetrahydropyran-2-yl-pyrazolo[4,3-c]pyridin-4-yl]carbamate C(C)(C)(C)OC(=O)N(C(OC(C)(C)C)=O)C1=NC=C(C2=C1C=NN2C2OCCCC2)NC(C(=O)N(CC2=C(C=CC=C2)C)CC2=CC=C(C=C2)Cl)=O